2-{[(3S)-3-({2-[(4-chloro-2-fluorophenoxy)methyl]pyridin-4-yl}oxy)pyrrolidin-1-yl]methyl}-1-{[(2S)-oxetan-2-yl]methyl}-1H-1,3-benzodiazole-6-carboxylic acid ClC1=CC(=C(OCC2=NC=CC(=C2)O[C@@H]2CN(CC2)CC2=NC3=C(N2C[C@H]2OCC2)C=C(C=C3)C(=O)O)C=C1)F